ClC1=C(C=CC(=C1)OCC)C=1CCOC2=C(C1C1=CC=C(C=C1)O[C@@H]1CN(CC1)CCCF)C=CC(=C2)O 4-(2-Chloro-4-ethoxyphenyl)-5-[4-[(3S)-1-(3-fluoropropyl)pyrrolidin-3-yl]oxyphenyl]-2,3-dihydro-1-benzoxepin-8-ol